C(C(C)C)(=O)OCCC(C)CCC=C(C)C 1-Citronellyl Isobutyrate